(2,3-dicyanophenyl)boric acid C(#N)C1=C(C=CC=C1C#N)OB(O)O